COC(CNC(=O)NC=1N(N=C2C1CN(CC2)C(=O)OC(C)(C)C)C2=CC(=CC(=C2)C)C)OC tert-Butyl 3-(2,2-dimethoxyethylcarbamoylamino)-2-(3,5-dimethylphenyl)-6,7-dihydro-4H-pyrazolo[4,3-c]pyridine-5-carboxylate